OCC1C(CC1)NC(OC(C)(C)C)=O tert-butyl (2-(hydroxymethyl)cyclobutyl)carbamate